(S)-4-(3-amino-9-(4-((1-(3-fluoropropyl)pyrrolidin-3-yl)oxy)phenyl)-6,7-dihydro-5H-benzo[7]annulen-8-yl)-3-chlorophenol NC1=CC2=C(C(=C(CCC2)C2=C(C=C(C=C2)O)Cl)C2=CC=C(C=C2)O[C@@H]2CN(CC2)CCCF)C=C1